(2R)-2-[[4-(o-tolyl)-2-oxo-1H-quinolin-7-yl]oxy]propanoic acid C1(=C(C=CC=C1)C1=CC(NC2=CC(=CC=C12)O[C@@H](C(=O)O)C)=O)C